ClC=1C(=NC=NC1C)N[C@H](C)C1=C(C=C(C=C1)Cl)Cl 5-chloro-N-((R)-1-(2,4-dichlorophenyl)ethyl)-6-methylpyrimidin-4-amine